lithium 2-(thiophene-3-oxy)propionate S1C=C(C=C1)OC(C(=O)[O-])C.[Li+]